7-{3-[(3-phenylprop-2-ynyl)oxy]prop-1-ynyl}cyclohepta-1,3,5-triene C1(=CC=CC=C1)C#CCOCC#CC1C=CC=CC=C1